4-(2-acryloyl-2,6-diazaspiro[3.4]octan-6-yl)-1-benzyl-6-(5-methyl-1H-indazol-4-yl)-2-oxo-1,2-dihydropyrimidine-5-carbonitrile C(C=C)(=O)N1CC2(C1)CN(CC2)C2=NC(N(C(=C2C#N)C2=C1C=NNC1=CC=C2C)CC2=CC=CC=C2)=O